C(CC)(=O)OC1=CC(=C(C(=C1)C(C)(C)C)O)N1N=C2C(=N1)C=CC=C2 [3-(2H-benzotriazol-2-yl)-4-hydroxy-5-tert-butylphenyl] propionate